N-[6-[2-(difluoromethoxy)ethoxy]-5-fluoro-2-methoxypyridin-3-yl]-6-(difluoromethyl)-1H-pyrrolo[2,3-b]pyridine-3-sulfonamide FC(OCCOC1=C(C=C(C(=N1)OC)NS(=O)(=O)C1=CNC2=NC(=CC=C21)C(F)F)F)F